(2S,4R)-1-[(2S)-2-(4-cyclopropyltriazol-1-yl)-3,3-dimethyl-butanoyl]-4-hydroxy-N-[(3-methoxy-6-methyl-2-pyridyl)methyl]pyrrolidine-2-carboxamide C1(CC1)C=1N=NN(C1)[C@H](C(=O)N1[C@@H](C[C@H](C1)O)C(=O)NCC1=NC(=CC=C1OC)C)C(C)(C)C